CN1N=CC(=C1)C1=CC=2C(=NC=C(C2)C(=O)NC=2C(=NC=C(C2)NC(CN2C(CC2)C2=CC=CC=C2)=O)C)N1 2-(1-methyl-1H-pyrazol-4-yl)-N-(2-methyl-5-(2-(2-phenylazetidin-1-yl)acetamido)pyridin-3-yl)-1H-pyrrolo[2,3-b]pyridine-5-carboxamide